(S)-2-(6-(methylamino)-6,7,8,9-tetrahydro-5H-pyridazino[3,4-b]indol-3-yl)phenol CN[C@@H]1CC=2C3=C(NC2CC1)N=NC(=C3)C3=C(C=CC=C3)O